(trimethylsilylcyclopentadienyl)molybdenum C[Si](C)(C)C1(C=CC=C1)[Mo]